N1(C=NC=C1)CN1C=NC=C1 di(1H-imidazol-1-yl)methane